6-FLUOROBENZO[D]OXAZOLE-2-CARBALDEHYDE FC1=CC2=C(N=C(O2)C=O)C=C1